1-(4-(3-((4-(trifluoromethyl)pyridin-3-yl)oxy)benzyl)piperazine-1-carbonyl)-1H-pyrazole-3-carboxylic acid FC(C1=C(C=NC=C1)OC=1C=C(CN2CCN(CC2)C(=O)N2N=C(C=C2)C(=O)O)C=CC1)(F)F